2-mercaptoethylacetoacetic anhydride SCCCC(CC(=O)OC(CC(=O)CCCS)=O)=O